C(C1=CC=CC=C1)N1N(C(=C(C1=O)NC(C1=CC=C(C=C1)OC(F)F)=O)C1=C(C=C(C=C1F)OC)F)C N-[2-benzyl-5-(2,6-difluoro-4-methoxyphenyl)-1-methyl-3-oxo-2,3-dihydro-1H-pyrazol-4-yl]-4-(difluoromethoxy)benzamide